P(=O)(OCC1=CC=CC=C1)(OCC1=CC=CC=C1)OC1=C(C=CC=2C(=C(OC21)C)C(C2=CC(=C(C(=C2)OC)OC)OC)=O)OC Dibenzyl 6-methoxy-2-methyl-3-(3,4,5-trimethoxybenzoyl)benzofuran-7-yl phosphate